5,5',5'',5'''-((5-(4,6-diphenyl-1,3,5-triazin-2-yl)-1,3-phenylene)bis(9H-carbazole-9,3,6-triyl))tetraisophthalonitrile C1(=CC=CC=C1)C1=NC(=NC(=N1)C1=CC=CC=C1)C=1C=C(C=C(C1)N1C2=CC=C(C=C2C=2C=C(C=CC12)C=1C=C(C=C(C#N)C1)C#N)C=1C=C(C=C(C#N)C1)C#N)N1C2=CC=C(C=C2C=2C=C(C=CC12)C=1C=C(C=C(C#N)C1)C#N)C=1C=C(C=C(C#N)C1)C#N